S(C1=C(C(=CC(=C1)C)C(C)(C)C)O)C1=C(C(=CC(=C1)C)C(C)(C)C)O thio-bis(4-methyl-6-tert-butylphenol)